(2S,4R)-N-[(S)-(4-cyclopropyl-3-fluorophenyl)(phenyl)methyl]-4-fluoro-1-[2-(2-oxo-1,3-oxazolidin-3-yl)acetyl]pyrrolidine-2-carboxamide C1(CC1)C1=C(C=C(C=C1)[C@@H](NC(=O)[C@H]1N(C[C@@H](C1)F)C(CN1C(OCC1)=O)=O)C1=CC=CC=C1)F